4-amino-3-(3,4-difluorophenyl)amino-6-phenylpyrazolo[3,4-d]pyrimidine NC1=C2C(=NC(=N1)C1=CC=CC=C1)NN=C2NC2=CC(=C(C=C2)F)F